(S or R)-3-(6-Chloro-2-(3-(dimethylamino)azetidin-1-yl)-8-fluoro-7-(3-hydroxynaphthalen-1-yl)Quinazolin-4-yl)azetidine ClC=1C=C2C(=NC(=NC2=C(C1C1=CC(=CC2=CC=CC=C12)O)F)N1CC(C1)N(C)C)C1CNC1